FC(C=1N(C=C(N1)C=1C=CC(=NC1C)N[C@@H]1CN(CC1)C(C(C)C1=CC(=NC(=C1)OC)OC)=O)C)F 1-[(3S)-3-({5-[2-(difluoromethyl)-1-methyl-1H-imidazol-4-yl]-6-methylpyridin-2-yl}amino)pyrrolidin-1-yl]-2-(2,6-dimethoxypyridin-4-yl)propan-1-one